methyl bromophosphate P(=O)(OC)([O-])Br